N,N-dichloro-dimethyltaurine ClN(C(CS(=O)(=O)O)(C)C)Cl